CC1=CC(=NN1C1=CC=C(C=C1)CC1=CC=C(C=C1)[C@@H]1CN(CC1)C)C(=O)N (R)-5-methyl-1-(4-(4-(1-methylpyrrolidin-3-yl)benzyl)phenyl)-1H-pyrazole-3-carboxamide